2-((2S,4S)-1-acryloyl-4-(6,8-dichloro-4-(3-(dimethylamino)azetidin-1-yl)-7-(6-fluoroquinolin-8-yl)-1H-[1,2,3]triazolo[4,5-c]quinolin-1-yl)piperidin-2-yl)acetonitrile C(C=C)(=O)N1[C@@H](C[C@H](CC1)N1N=NC=2C(=NC=3C(=C(C(=CC3C21)Cl)C=2C=C(C=C1C=CC=NC21)F)Cl)N2CC(C2)N(C)C)CC#N